FC1=C(C(=O)N[C@H](C(=O)N2CCC3(CC2)C(CN(C(C3)=O)C)C3=CC=CC=C3)C(C)C)C=C(C=C1)C(F)(F)F 2-fluoro-N-((2S)-3-methyl-1-(9-methyl-10-oxo-7-phenyl-3,9-diazaspiro-[5.5]undec-3-yl)-1-oxobutan-2-yl)-5-(trifluoromethyl)benzamide